COC(=O)C=1C(NC(N([C@]2([C@H](O)[C@H](O)[C@@H](CO)O2)C)C1)=O)=O 5-methoxycarbonyl-methyluridine